3-[4-(benzenesulfonyl)phenyl]-1-(pyridin-3-ylmethyl)urea C1(=CC=CC=C1)S(=O)(=O)C1=CC=C(C=C1)NC(NCC=1C=NC=CC1)=O